(cis)-tert-butyl 4-(4-amino-3,3-dimethyl-4-oxobutyl)-3,3-difluorohexahydropyrrolo[3,2-b]pyrrole-1(2H)-carboxylate NC(C(CCN1CC[C@@H]2N(CC([C@@H]21)(F)F)C(=O)OC(C)(C)C)(C)C)=O